O1[C@@H](COCC1)CNC(=O)C1=C(C2=C(C=C(C3=CN(N=C23)CC2=CC=NC=C2)C)O1)C(F)(F)F N-{[(2R)-1,4-dioxan-2-yl]methyl}-4-methyl-2-[(pyridin-4-yl)methyl]-8-(trifluoromethyl)-2H-furo[2,3-g]indazole-7-carboxamide